(2-butyl-benzofuran-3-yl) (4-hydroxyphenyl) ketone OC1=CC=C(C=C1)C(=O)C1=C(OC2=C1C=CC=C2)CCCC